1,3-bis(3-amino-α,α-bis(trifluoromethyl)benzyl)benzene NC=1C=C(C(C(F)(F)F)(C(F)(F)F)C2=CC(=CC=C2)C(C2=CC(=CC=C2)N)(C(F)(F)F)C(F)(F)F)C=CC1